C(CCCCCCCCCCCCCCC)(=O)OC[C@@H](OC(CCCCCCC\C=C/C\C=C/CCCCC)=O)COP(=O)([O-])OCC[N+](C)(C)C 1-Palmitoyl-2-Linoleoyl-sn-Glycero-3-Phosphocholine